ClC1=CC=C(S1)CNC1=CC(=NN1C(C(C)(C)C)=O)C1NCCN(C1)C(=O)N1CCOCC1 1-(5-{[(5-Chlorothiophen-2-yl)methyl]amino}-3-[4-(morpholin-4-carbonyl)piperazin-2-yl]-1H-pyrazol-1-yl)-2,2-dimethylpropan-1-on